C1C(CC1)C(=O)F 2-cyclobutanecarbonyl fluoride